ClC1=C(C=CC=C1)COC1CN(CC1)C(=O)N1C[C@@H]2[C@@H](OCC(N2)=O)CC1 (4aR,8aS)-6-[3-[(2-Chlorophenyl)methoxy]pyrrolidine-1-carbonyl]-4,4a,5,7,8,8a-hexahydropyrido[4,3-b][1,4]oxazin-3-one